N[C@H]1CS(C2=C(N(C1=O)CC1=CC=C(C=C1)OCC(F)(F)F)C=C(C=C2)C=2OC(=NN2)C(C)(C)C)(=O)=O (3R)-3-amino-7-(5-tert-butyl-1,3,4-oxadiazol-2-yl)-1,1-dioxo-5-[[4-(2,2,2-trifluoroethoxy)phenyl]methyl]-2,3-dihydro-1lambda6,5-benzothiazepin-4-one